1-(5-(2,6-dichlorophenyl)-2,3-dihydro-1H-inden-1-yl)piperidine-4-carboxylic acid ClC1=C(C(=CC=C1)Cl)C=1C=C2CCC(C2=CC1)N1CCC(CC1)C(=O)O